C(=O)C=1C[C@H](N(C1)C(=O)OC(C)(C)C)C(=O)OCC 1-(tert-butyl) 2-ethyl (S)-4-formyl-2,3-dihydro-1H-pyrrole-1,2-dicarboxylate